S1(N=CC=NC=C1)(=O)=O [1,2,5]thiadiazepine 1,1-dioxide